[Cl-].C(C=C)(=O)OCC[N+](C)(C)C [2-acryloyloxyethyl]trimethyl-ammonium chloride